(2S)-methyl 2-((tert-butoxycarbonyl)amino)-4-(3-phenylpropylsulfonimidoyl)butanoate C(C)(C)(C)OC(=O)N[C@H](C(=O)OC)CCS(=O)(=N)CCCC1=CC=CC=C1